(4-methoxyphenyl)pyridin (3S)-3-({N-[(4-methoxy-1H-indol-2-yl)carbonyl]-L-leucyl}amino)-2-oxo-4-[(3S)-2-oxopyrrolidin-3-yl]butyl-cyclopropanecarboxylate COC1=C2C=C(NC2=CC=C1)C(=O)N[C@@H](CC(C)C)C(=O)N[C@H](C(COC(=O)C1CC1)=O)C[C@H]1C(NCC1)=O.COC1=CC=C(C=C1)C1=NC=CC=C1